2-[5-(3,4-dichlorophenyl)-1-methyl-3-pyrazolylcarbonylamino]-5,5-dimethyl-3-hexenoic acid ClC=1C=C(C=CC1Cl)C1=CC(=NN1C)C(=O)NC(C(=O)O)C=CC(C)(C)C